(4-chloro-5-(2H-1,2,3-triazol-2-yl)thiophen-2-yl)-1-(1-methoxyisoquinolin-5-yl)-5-(trifluoromethyl)-1H-pyrazole-4-carboxamide ClC=1C=C(SC1N1N=CC=N1)C1=NN(C(=C1C(=O)N)C(F)(F)F)C1=C2C=CN=C(C2=CC=C1)OC